O[C@@H]1[C@H](C[C@H](CC1)N1N=C2C=C(C(=CC2=C1)C(=O)NC1=CN=C2N1N=CC=C2)OC)C |r| rac-2-((1S,3S,4S)-4-hydroxy-3-methylcyclohexyl)-N-(imidazo[1,2-b]pyridazin-3-yl)-6-methoxy-2H-indazole-5-carboxamide